5-(piperazin-2-yl)isobenzofuran-1(3H)-one N1C(CNCC1)C=1C=C2COC(C2=CC1)=O